COC1CC(C1)N1N=CC(=C1)C=1C=C2C(=NC1)N(C=C2C=2C=NC(=CC2)OC)S(=O)(=O)C2=CC=C(C)C=C2 5-(1-(3-methoxycyclobutyl)-1H-pyrazol-4-yl)-3-(6-methoxypyridin-3-yl)-1-tosyl-1H-pyrrolo[2,3-b]pyridine